2-(2,6-Dioxo-piperidin-3-yl)-4-fluoro-isoindoline-1,3-dione O=C1NC(CCC1N1C(C2=CC=CC(=C2C1=O)F)=O)=O